5-(4-Amino-2,6-dichlorophenoxy)-1-isopropylpyridin-2(1H)-one NC1=CC(=C(OC=2C=CC(N(C2)C(C)C)=O)C(=C1)Cl)Cl